C(=S)(N1C=NC=C1)N1C=NC=C1 1,1'-Thiocarbonyl-bisImidazole